3-bromo-5-(ethoxymethoxy)pyridine BrC=1C=NC=C(C1)OCOCC